ethyl 6-(6-hydroxyhexyl)carbonyloxyhexanoate OCCCCCCC(=O)OCCCCCC(=O)OCC